NC1=C(C=C(C=N1)C1=CC=C(C(=O)O)C=C1)OCC1=C(C=C(C=C1)F)Cl 4-[6-amino-5-(2-chloro-4-fluoro-benzyloxy)-pyridin-3-yl]-benzoic acid